C\C(=C/COC(CCCCCCCCCCCCCCC)=O)\CCC=C(C)C (2E)-3,7-dimethyl-2,6-octadienylhexadecanoate